N1=C(C=CC=C1)SSCCC(=O)N 3-(pyridin-2-yldisulfanyl)propionamide